S-[2-([[1-(2-ethylbutyl) cyclohexyl] carbonyl] amino) phenyl] 2-methylthiopropionate CC(C(=O)SC1=C(C=CC=C1)NC(=O)C1(CCCCC1)CC(CC)CC)C